tert-butyl (S)-2-(5-(ethoxycarbonyl)-4-(4-((4-(4-fluorophenyl) pyridin-2-yl)carbamoyl)phenyl)-1H-imidazol-2-yl)piperidine-1-carboxylate C(C)OC(=O)C1=C(N=C(N1)[C@H]1N(CCCC1)C(=O)OC(C)(C)C)C1=CC=C(C=C1)C(NC1=NC=CC(=C1)C1=CC=C(C=C1)F)=O